Cl.NCCCCCCCOC1=CC=C(C[C@@H]2N(CCN(CCN(CCN(C2)CC(=O)O)CC(=O)O)CC(=O)O)CC(=O)O)C=C1 (S)-2,2',2'',2'''-(2-(4-((7-aminoheptyl)oxy)benzyl)-1,4,7,10-tetraazacyclododecane-1,4,7,10-tetrayl)tetraacetic acid hydrochloride